benzyl-amyl-methanol C(C1=CC=CC=C1)C(O)CCCCC